C(C)(C)(C)OC(N(C([2H])([2H])[2H])C1CCN(CC1)C=1C=NC=C(C1)C=1C=C2C=CC(=NC2=CC1)OC)=O (1-(5-(2-methoxyquinoline-6-yl)pyridin-3-yl)piperidin-4-yl)(methyl-d3)carbamic acid tert-butyl ester